tert-butyl 4-((1r,3r)-3-((4-(8-(6-(2-(((allyloxy)carbonyl)oxy)phenyl)-3-aminopyridazin-4-yl)-2-oxa-5,8-diazaspiro[3.5]nonan-5-yl)pyridin-2-yl)oxy)cyclobutoxy)piperidine-1-carboxylate C(C=C)OC(=O)OC1=C(C=CC=C1)C1=CC(=C(N=N1)N)N1CCN(C2(COC2)C1)C1=CC(=NC=C1)OC1CC(C1)OC1CCN(CC1)C(=O)OC(C)(C)C